FC1=CC=C(C=C1)/C=C/CC(C1=CC=CC=C1)(C1=CC=CC=C1)NC(C1=CC=CC=C1)=O (E)-N-(4-(4-fluorophenyl)-1,1-diphenylbut-3-en-1-yl)benzamide